1-allyl-2-(3-((4-(trifluoromethyl)benzyl)sulfinyl)prop-1-en-1-yl)disulfane C(C=C)SSC=CCS(=O)CC1=CC=C(C=C1)C(F)(F)F